(((2Z,5E)-2-(2-chloroethylidene)-6,10-dimethylundeca-5,9-dien-1-yl)oxy)trimethylsilane ClC\C=C(/CO[Si](C)(C)C)\CC\C=C(\CCC=C(C)C)/C